C(C)(C)(C)OC(=O)NC1=C(C2=C(S1)C(=CC=C2C2=C(C=C1C(=NC(=NC1=C2F)F)N2CC1CCC(C2)N1C(=O)OC(C)(C)C)C(F)(F)F)F)I tert-butyl 3-(7-(2-((tert-butoxycarbonyl) amino)-7-fluoro-3-iodobenzo[b]thiophen-4-yl)-2,8-difluoro-6-(trifluoromethyl) quinazolin-4-yl)-3,8-diazabicyclo[3.2.1]octane-8-carboxylate